3-((2-bromophenyl)sulfonyl)tetrahydrofuran BrC1=C(C=CC=C1)S(=O)(=O)C1COCC1